2-((2S,6r)-4-(2-(2-bromo-5-methyl-4-nitrophenoxy)ethyl)-2,6-dimethylpiperazin-1-yl)acetic acid tert-butyl ester C(C)(C)(C)OC(CN1[C@H](CN(C[C@H]1C)CCOC1=C(C=C(C(=C1)C)[N+](=O)[O-])Br)C)=O